ClC[C@H]1CN(C2=CC(=C3C(=C12)SC(=C3)C)O)C(=O)OC(C)(C)C tert-butyl (R)-8-(chloromethyl)-4-hydroxy-2-methyl-7,8-dihydro-6H-thieno[2,3-e]indole-6-carboxylate